BrC1=CC(=NC=C1)C(CCOC)NC(=O)C=1SC(=CN1)C1=NC(=CN=C1)OCC N-[1-(4-bromopyridin-2-yl)-3-methoxypropyl]-5-(6-ethoxypyrazin-2-yl)-1,3-thiazole-2-carboxamide